C(C1=CC=CC=C1)C=1NC=C(N1)C1=CC2=CC=CC=C2C=C1 2-Benzyl-4-(2-naphthyl)imidazole